tert-butyl 8-(7-(6-(bis(4-methoxy benzyl)amino)-4-chloropyridin-2-yl)-6-chloro-2,8-difluoroquinazolin-4-yl)-3,8-diazabicyclo[3.2.1]octane-3-carboxylate COC1=CC=C(CN(C2=CC(=CC(=N2)C2=C(C=C3C(=NC(=NC3=C2F)F)N2C3CN(CC2CC3)C(=O)OC(C)(C)C)Cl)Cl)CC3=CC=C(C=C3)OC)C=C1